naphthalen-1-yl (S)-phenylphosphonate C1(=CC=CC=C1)P(OC1=CC=CC2=CC=CC=C12)([O-])=O